1-(2-methoxy-1,1-dimethyl-ethoxy)-4-methyl-benzene COCC(OC1=CC=C(C=C1)C)(C)C